tert-Butyl((3R,4R)-1-(2-chloro-5-(1-(tetrahydro-2H-pyran-4-yl)-1H-pyrazol-4-yl)pyridin-4-yl)-4-hydroxypiperidin-3-yl)carbamate C(C)(C)(C)OC(N[C@@H]1CN(CC[C@H]1O)C1=CC(=NC=C1C=1C=NN(C1)C1CCOCC1)Cl)=O